BrC=1C=C(C=C(C1)F)N(C=1C2=C(N=C(N1)Cl)N=CC(=C2)F)CC(F)F N-(3-bromo-5-fluoro-phenyl)-2-chloro-N-(2,2-difluoroethyl)-6-fluoro-pyrido[2,3-d]pyrimidin-4-amine